NC=1N=C(C2=C(N1)C(=CS2)Br)C=2N=NN(C2)CC2=C(C=CC(=N2)C(C)C)F 2-(6-((4-(2-amino-7-bromothieno[3,2-d]pyrimidin-4-yl)-1H-1,2,3-triazol-1-yl)methyl)-5-fluoropyridin-2-yl)propan